3-(6-(4-isopropyl-4H-1,2,4-triazol-3-yl)pyridin-2-yl)-7-methyl-4-oxo-3,4-dihydroquinazoline-6-sulfonamide C(C)(C)N1C(=NN=C1)C1=CC=CC(=N1)N1C=NC2=CC(=C(C=C2C1=O)S(=O)(=O)N)C